FC(C1=CC=2C(=NC=CC2)N1)(F)F 2-(trifluoromethyl)-1H-pyrrolo[2,3-b]Pyridine